1-[5-chloro-6-[5-[4-[4-[2-(2,6-dioxo-3-piperidyl)-1-oxo-isoindolin-5-yl]piperazin-1-yl]-4-oxo-butyl]-1,2,4-oxadiazol-3-yl]-3-pyridyl]-3-(7-cyclopropylpyrazolo[1,5-a]pyrimidin-6-yl)urea ClC=1C=C(C=NC1C1=NOC(=N1)CCCC(=O)N1CCN(CC1)C=1C=C2CN(C(C2=CC1)=O)C1C(NC(CC1)=O)=O)NC(=O)NC=1C=NC=2N(C1C1CC1)N=CC2